1-oxa-4-azaspiro[5.5]undecane O1CCNCC12CCCCC2